1-[(4-chlorophenyl)methyl]-7-morpholinopyrido[3,2-d]pyrimidine-2,4-dione ClC1=CC=C(C=C1)CN1C(NC(C2=C1C=C(C=N2)N2CCOCC2)=O)=O